1-[2,4-bis(trifluoromethyl)phenyl]-3-[1-(2-pyrimidin-2-yl-1,2,4-triazol-3-yl)ethyl]-urea FC(C1=C(C=CC(=C1)C(F)(F)F)NC(=O)NC(C)C=1N(N=CN1)C1=NC=CC=N1)(F)F